4-vinyl-2,8-bis(trifluoromethyl)quinoline C(=C)C1=CC(=NC2=C(C=CC=C12)C(F)(F)F)C(F)(F)F